(2R,4S)-N-[1-[(2-aminothiazol-5-yl)methyl]-3-methyl-4-piperidinyl]-1-[(2R)-2-(4-cyclopropyltriazol-1-yl)-3,3-dimethyl-butyryl]-4-hydroxy-pyrrolidine-2-carboxamide NC=1SC(=CN1)CN1CC(C(CC1)NC(=O)[C@@H]1N(C[C@H](C1)O)C([C@@H](C(C)(C)C)N1N=NC(=C1)C1CC1)=O)C